CC1=CC=C(C=C1)N1CC(CCC1)OC 1-(4-methylphenyl)-3-methoxypiperidine